ClC=1C=CC(=C(C1)NC(C(=O)NC(C(=O)NC1=C(C(=O)O)C=CC=C1)CC1=CC=C(C=C1)C=1OC=CC1)=O)N1N=NN=C1 2-(2-(((5-chloro-2-(1H-tetrazol-1-yl)phenyl)amino)-2-oxoacetamido)-3-(4-(furan-2-yl)phenyl)propionamido)benzoic acid